CN(C)CCCOC=1C=NC(=CC1)Br N,N-dimethyl-3-((6-bromopyridine-3-yl)oxy)-1-propylamine